7-chloro-4-[[2-[2-[(6-fluoro-[1,2,4]triazolo[4,3-a]pyridin-7-yl)amino]ethyl]-2-azaspiro[3.3]heptan-6-yl]oxy]indan-1-one ClC=1C=CC(=C2CCC(C12)=O)OC1CC2(CN(C2)CCNC2=CC=3N(C=C2F)C=NN3)C1